ClC=1C(=C(CNC(=O)[C@H]2N[C@@H]3C[C@@H]3C2)C=CC1)F (1R,3S,5R)-N-(3-chloro-2-fluorobenzyl)-2-azabicyclo[3.1.0]hexane-3-carboxamide